COC([C@@H](CCCCN1CCCCC1)NC(=O)OC(C)(C)C)=O (R)-2-((tert-Butoxycarbonyl)amino)-6-(piperidin-1-yl)hexanoic acid methyl ester